N=1CN(C=CC1)C(=O)O pyrimidine-3-carboxylic acid